N-(9-azabicyclo[3.3.1]non-3-yl)-N-methyl-6-(2-methyl-2H-indazol-5-yl)[1,3]thiazolo[4,5-c]pyridin-2-amine hydrochloride Cl.C12CC(CC(CCC1)N2)N(C=2SC1=C(C=NC(=C1)C1=CC3=CN(N=C3C=C1)C)N2)C